8-amino-3-chloroindolo[2,1-b]quinazoline-6,12-dione NC=1C=C2C(C3=NC4=CC(=CC=C4C(N3C2=CC1)=O)Cl)=O